O=C1NC(=CC2=CC=CC=C12)C(=O)OC methyl 1-oxo-1,2-dihydroisoquinoline-3-carboxylate